C(C)(C)(C)OC(=O)N1CCN(CC1)CC1=C(C=C(C=C1)C(F)(F)F)N1CCCC1 4-(2-(pyrrolidin-1-yl)-4-(trifluoromethyl)benzyl)piperazine-1-carboxylic acid tert-butyl ester